C(C1=CC=CC=C1)N(C(=O)C=1C(=C(C(=CC1CCCCC)O)C1C(CCC(=C1)C)C(=C)C)O)C N-benzyl-2,6-dihydroxy-N,5'-dimethyl-4-pentyl-2'-(prop-1-en-2-yl)-1',2',3',4'-tetrahydro-[1,1'-biphenyl]-3-carboxamide